5-(2-Fluoropyridin-3-yl)-N-(2-morpholinoethyl)-1H-indazole-3-carboxamide FC1=NC=CC=C1C=1C=C2C(=NNC2=CC1)C(=O)NCCN1CCOCC1